3-(4-(6-amino-5-(2,2-dimethoxyethyl)pyrimidin-4-yl)-1H-pyrazol-1-yl)-3-cyclopentylacrylonitrile NC1=C(C(=NC=N1)C=1C=NN(C1)C(=CC#N)C1CCCC1)CC(OC)OC